ClC1=C2C=CNC2=CC(=C1)C(=O)N=[N+]=[N-] 4-chloro-1H-indole-6-carbonyl azide